C1=CC=CC=2C(=CC3=C(OC4=C3C=CC=C4)C12)B(O)O naphtho[1,2-b]Benzofuran-5-ylboronic acid